BrC(C(=O)OC)C1=CC=CC=C1 methyl 2-bromo-2-phenylacetate